N1(CN=CC2=CC=CC=C12)C#N quinazoline-1-carbonitrile